tert-butyl 4-(3-methylsulfinyl-[1,2,4]triazolo[4,3-b]pyridazin-6-yl)piperazine-1-carboxylate CS(=O)C1=NN=C2N1N=C(C=C2)N2CCN(CC2)C(=O)OC(C)(C)C